(5aS,6R,11bS)-14-(cyclopropylmethyl)-10-methoxy-2,3,4,5,6,7-hexahydro-6,11b-(epiminoethano)naphtho[1,2-d]azepin-5a(1H)-ol C1(CC1)CN1CC[C@]23CCNCC[C@]2([C@H]1CC1=CC=C(C=C13)OC)O